IC1=C(C=CC=C1)\C=C\COCOC (E)-1-iodo-2-(3-(methoxymethoxy)prop-1-enyl)benzene